CC=1C(=NC=CC1)C=1C(=NN(C1)C=1C=NC=CC1)C(=O)N 4-(3-methylpyridin-2-yl)-1-(pyridin-3-yl)-1H-pyrazole-3-carboxamide